O=C1N(CCC(N1)=O)C1=NN(C2=CC(=CC=C12)N1CCC(CC1)(O)CC(=O)OC(C)(C)C)C tert-butyl 2-[1-[3-(2,4-dioxohexahydropyrimidin-1-yl)-1-methyl-indazol-6-yl]-4-hydroxy-4-piperidyl]acetate